C(C)(C)(C)OC(=O)N1[C@H](CC[C@@H](C1)NC(=O)C1=CC=C2N=C(C=NC2=C1)Cl)C=1OC(=NN1)OCCOC(F)(F)F (2r,5s)-5-(3-chloroquinoxaline-7-amido)-2-{5-[2-(trifluoromethoxy)ethoxy]-1,3,4-oxadiazol-2-yl}piperidine-1-carboxylic acid tert-butyl ester